2,3-dihydroxypropanephosphonic acid OC(CP(O)(=O)O)CO